(4R,5R)-2-(8-bromoimidazo[1,2-a]pyridin-2-yl)-4,5-diphenyl-4,5-dihydrooxazole BrC=1C=2N(C=CC1)C=C(N2)C=2O[C@@H]([C@H](N2)C2=CC=CC=C2)C2=CC=CC=C2